ClC=1C=CC=C2C=CC=C(C12)N1CC=2N=C(N=C(C2CC1)N1CC(N(CC1)C(C(=C)F)=O)C)OCC1N(CCC1)C 1-(4-(7-(8-chloronaphthalen-1-yl)-2-((1-methylpyrrolidin-2-yl)methoxy)-5,6,7,8-tetrahydropyrido[3,4-d]pyrimidin-4-yl)-2-methylpiperazin-1-yl)-2-fluoroprop-2-en-1-one